ClC1=C(C(=O)NC=2C=C3C=C(N(C3=CC2)CC)C(=O)NC2=CC=C(C=C2)Cl)C=C(C=C1)CNC(C(C)C)=O 5-(2-chloro-5-(isobutyrylaminomethyl)benzoylamino)-N-(4-chlorophenyl)-1-ethyl-1H-indole-2-carboxamide